(6-cyano-4-methoxy-7-morpholin-4-yl-thiazolo[4,5-c]pyridin-2-yl)-amid C(#N)C1=C(C2=C(C(=N1)OC)N=C(S2)[NH-])N2CCOCC2